FC(OC1=CC=C(C=C1)C1=C(C=C(C(=C1)C(C#N)C1=C(C(=C(C(=C1F)F)F)F)F)C1=CC=C(C=C1)OC(F)(F)F)C(C#N)C1=C(C(=C(C(=C1F)F)F)F)F)(F)F 2,2'-(4,4''-bis(trifluoromethoxy)-[1,1':4',1''-terphenyl]-2',5'-diyl)bis(2-(pentafluorophenyl)acetonitrile)